pentamethylcyclopentadienyl-(1-(2-phenylpropyl)-5,6-dimethylindenyl)hafnium CC1=C(C(=C(C1([Hf]C=1C(C2=CC(=C(C=C2C1)C)C)CC(C)C1=CC=CC=C1)C)C)C)C